C1(C=2C(C(N1N1C(CCCC1=O)=O)=O)=CC=CC2)=O (N-phthalimido)glutarimide